2-(2-chlorophenyl)-N-[4-(4-methyl-1,3-thiazol-5-yl)-3-sulfamoylphenyl]Acetamide ClC1=C(C=CC=C1)CC(=O)NC1=CC(=C(C=C1)C1=C(N=CS1)C)S(N)(=O)=O